4-(1-((2-((4,4-dimethylpiperidine-1-yl)methyl)-1H-indole-6-yl)methyl)-1H-1,2,3-triazol-4-yl)-6-nitro-1-(tetrahydro-2H-pyran-2-yl)-1H-indazole CC1(CCN(CC1)CC=1NC2=CC(=CC=C2C1)CN1N=NC(=C1)C1=C2C=NN(C2=CC(=C1)[N+](=O)[O-])C1OCCCC1)C